2-nonylisothiourea C(CCCCCCCC)SC(N)=N